eicosane-5,5-diol CCCCC(CCCCCCCCCCCCCCC)(O)O